ethyl 3-[4-(trifluoromethoxy) phenyl]-4,5-dihydro-1,2-oxazole-5-carboxylate FC(OC1=CC=C(C=C1)C1=NOC(C1)C(=O)OCC)(F)F